(5-(5-amino-2-fluorophenyl)-1H-imidazol-2-yl) carbamate C(N)(OC=1NC(=CN1)C1=C(C=CC(=C1)N)F)=O